(2S,3R,4R,5S,6R)-2-[4-Chloro-3-(4-cyclopropyl-3,4-dihydro-2H-benzo[1,4]oxazin-7-ylmethyl)-phenyl]-6-hydroxymethyltetrahydropyran-3,4,5-triol ClC1=C(C=C(C=C1)[C@@H]1O[C@@H]([C@H]([C@@H]([C@H]1O)O)O)CO)CC1=CC2=C(N(CCO2)C2CC2)C=C1